FC1=CC=CC2=C1N(C(=N2)CCC(=O)NCC2=CC=C(C=C2)OC)CC2=CC=C(C=C2)OC 3-[7-Fluoro-1-(4-methoxy-benzyl)-1H-benzoimidazol-2-yl]-N-(4-methoxy-benzyl)-propionamide